N-(4-chlorophenyl)-3-hydroxy-2-naphthamide C1=CC=C2C=C(C(=CC2=C1)C(=O)NC3=CC=C(C=C3)Cl)O